methyl 2-[5-oxo-1-(pyridin-3-ylmethyl)pyrrolidin-2-yl]propionate O=C1CCC(N1CC=1C=NC=CC1)C(C(=O)OC)C